C1(CC1)NC1(CCCC1)CNC(C1=CC=C(C=C1)C#CC1=CC=NC=C1)=O N-((1-(cyclopropylamino)cyclopentyl)methyl)-4-(pyridin-4-ylethynyl)benzamide